dimethylsilanediyl-[2-methyl-4-(3,5-dimethylphenyl)-5-methoxy-6-tert-butylinden-1-yl][2-methyl-4-(3,5-dimethylphenyl)-5,6,7-trihydro-s-indacen-1-yl]Zirconium dichloride [Cl-].[Cl-].C[Si](=[Zr+2](C1=C(C=C2C(C=3CCCC3C=C12)C1=CC(=CC(=C1)C)C)C)C1C(=CC2=C(C(=C(C=C12)C(C)(C)C)OC)C1=CC(=CC(=C1)C)C)C)C